C(C)OC=1C=C(C(O)C#N)C=CC1OCC 3,4-diethoxy-alpha-hydroxybenzyl cyanide